methyl (2S,3R)-3-methoxypyrrolidine-2-carboxylate hydrochloride Cl.CO[C@H]1[C@H](NCC1)C(=O)OC